(3z,6z)-3-(phenyl-2,3,4,5,6-d5)-methylene-6-((5-(tert-butyl)-1H-imidazol-4-yl)methylene)piperazine-2,5-dione C1(=C(C(=C(C(=C1[2H])[2H])[2H])[2H])[2H])C1C(N\C(\C(N1)=O)=C/C=1N=CNC1C(C=C)(C)C)=O